2-(Diethylsilyl)-1-((2-(trimethylsilyl)ethoxy)methyl)-1H-indole C(C)[SiH](C=1N(C2=CC=CC=C2C1)COCC[Si](C)(C)C)CC